C(C)(C)(C)NC(O[C@H]1C[C@H](CC1)C1=CC(=NN1)NC(COC1=C(C(=CC(=C1)OC)O)C=O)=O)=O (1R,3S)-3-(3-(2-(2-formyl-3-hydroxy-5-methoxyphenoxy)acetamido)-1H-pyrazol-5-yl)cyclopentyl tert-butylcarbamate